2,4,5,6-tetrachloro-3-cyanobenzamide ClC1=C(C(=O)N)C(=C(C(=C1C#N)Cl)Cl)Cl